C1(CC1)[C@@H](\C=C\S(=O)(=O)C)NC(=O)C=1C(=NC(=NC1)C(CC)(F)F)OC1=CC=CC=C1 (S,E)-N-(1-cyclopropyl-3-(methylsulfonyl)allyl)-2-(1,1-difluoropropyl)-4-phenoxypyrimidine-5-carboxamide